rac-methyl (5aR,6S,7R,8aR)-3-(chloro)-5a-(4-fluorophenyl)-8a-hydroxy-8-oxo-6-phenyl-5a,7,8,8a-tetrahydro-6H-cyclopenta[4,5]furo[3,2-b]pyridine-7-carboxylate ClC=1C=C2C(=NC1)[C@]1([C@@](O2)([C@@H]([C@H](C1=O)C(=O)OC)C1=CC=CC=C1)C1=CC=C(C=C1)F)O |r|